1,3,2-Benzodioxabismole-5-carboxylic acid O1[BiH]OC2=C1C=CC(=C2)C(=O)O